1'-[methylenebis(cyclohexane-1,4-diyl)]bis[3-(2-aminoethyl)urea] C(C1CCC(CC1)NC(=O)NCCN)C1CCC(CC1)NC(=O)NCCN